7-bromo-1-(4-fluoro-2-methylphenyl)-3-(2-methyl-6-oxo-1,6-dihydropyridin-3-yl)-2,3-dihydroquinazolin-4(1H)-one BrC1=CC=C2C(N(CN(C2=C1)C1=C(C=C(C=C1)F)C)C1=C(NC(C=C1)=O)C)=O